2-(4-methylpiperazin-1-yl)ethyl (S)-6-diazo-2-((R)-2-methoxypropanamido)-5-oxohexanoate [N+](=[N-])=CC(CC[C@@H](C(=O)OCCN1CCN(CC1)C)NC([C@@H](C)OC)=O)=O